(3-(hydroxymethyl)phenyl)acetamide OCC=1C=C(C=CC1)CC(=O)N